N-(1-(furan-2-yl)-1-phenylbut-3-en-1-yl)benzamide O1C(=CC=C1)C(CC=C)(C1=CC=CC=C1)NC(C1=CC=CC=C1)=O